C(C)(=O)N[C@H]1C[C@H](CCC1)C(=O)NC1=NC=C(C(=C1)C=1C=C(N2CC(CC12)(C)C)[C@H](C)O)Cl (1S,3R)-3-acetylamino-N-(5-chloro-4-(5-((S)-1-hydroxyethyl)-2,2-dimethyl-2,3-dihydro-1H-pyrrolizin-7-yl)pyridin-2-yl)cyclohexane-1-carboxamide